Cl.O=C1C(C(CC(C1)C1=CC=CC=C1)=O)=CN[C@@H](CC1=CC=CC=C1)C(=O)OCCN 2-aminoethyl ((2,6-dioxo-4-phenylcyclohexylidene)methyl)-L-phenylalaninate hydrochloride